trans-3-(3-pyridyl)-acrylic acid N1=CC(=CC=C1)/C=C/C(=O)O